Ethyl-N-(piperidin-4-yl)quinolin-5-amine hydrochloride Cl.C(C)C1=NC=2C=CC=C(C2C=C1)NC1CCNCC1